[N+](=O)([O-])C1=C(C=CC(=C1)C#N)C1=CC=CC=C1 2-Nitro-[1,1'-biphenyl]-4-carbonitrile